FC1=CC=C2C(=N1)C(CCO2)NCC2=NC=C(C=C2)C(F)(F)F 6-fluoro-N-((5-(trifluoromethyl)pyridin-2-yl)methyl)-3,4-dihydro-2H-pyrano[3,2-b]pyridin-4-amine